C(C1=CC=CC=C1)(=O)C=C 2-benzoyl-ethylene